C(C1=CC=CC=C1)OC(=O)N[C@H]1[C@@H](CN(CC1)C(=O)OC(C)(C)C)OC tert-butyl (3R,4R)-4-(((benzyloxy) carbonyl) amino)-3-methoxypiperidine-1-carboxylate